(1R,2S)-(1,2-epoxypropyl)phosphonic acid 2-amino-2-(hydroxymethyl)-1,3-propanediol salt NC(CO)(CO)CO.[C@H]1([C@H](C)O1)P(O)(O)=O